9-[[4-[3-[(2,5-dioxo-1-pyrrolidinyl)oxy]-3-oxopropyl]phenoxy]carbonyl]-10-methyl-acridinium O=C1N(C(CC1)=O)OC(CCC1=CC=C(OC(=O)C=2C3=CC=CC=C3[N+](=C3C=CC=CC23)C)C=C1)=O